C(C)OC(=O)C1=NC=2N(C(=C1)O)N=C(C2)C2=C(C(=CC=C2)C#N)C.ClC2=CC(=NC(=N2)N2C(=NC1=C2C=CC=C1OC)C(F)F)N1CCOCC1 4-{6-chloro-2-[2-(difluoromethyl)-4-methoxy-1H-benzo[d]imidazol-1-yl]pyrimidin-4-yl}morpholine Ethyl-2-(3-cyano-2-methyl-phenyl)-7-hydroxy-pyrazolo[1,5-a]pyrimidine-5-carboxylate